N-(5-cyano-4-(2-(dimethylamino)ethoxy)pyridin-2-yl)-2-(2-cyclopropyl-4-(5-methyl-1,2,4-oxadiazol-3-yl)phenyl)pyrimidine-5-carboxamide C(#N)C=1C(=CC(=NC1)NC(=O)C=1C=NC(=NC1)C1=C(C=C(C=C1)C1=NOC(=N1)C)C1CC1)OCCN(C)C